[rac-(2S,3R)-2-(1-methylpyrazol-4-yl)tetrahydrofuran-3-yl]amine CN1N=CC(=C1)[C@@H]1OCC[C@H]1N |r|